6-bromo-4-chloro-1-(1-(2,4-dichlorophenyl)ethyl-2,2,2-d3)-1H-benzo[d][1,2,3]triazole BrC=1C=C(C2=C(N(N=N2)C(C([2H])([2H])[2H])C2=C(C=C(C=C2)Cl)Cl)C1)Cl